di-Boc-L-histidine p-nitrophenyl ester [N+](=O)([O-])C1=CC=C(C=C1)OC([C@@H](N(C(=O)OC(C)(C)C)C(=O)OC(C)(C)C)CC1=CNC=N1)=O